FC1=C(C=CC=C1)C=1OCC(NN1)=O 2-(2-fluorophenyl)-4H-1,3,4-oxadiazin-5(6H)-one